N-(4-(2,4-dioxotetrahydropyrimidin-1(2H)-yl)phenyl)-4-((((1R,2S,4R)-1,7,7-trimethylbicyclo[2.2.1]heptane-2-yl)amino)methyl)benzamide O=C1N(CCC(N1)=O)C1=CC=C(C=C1)NC(C1=CC=C(C=C1)CN[C@@H]1[C@@]2(CC[C@H](C1)C2(C)C)C)=O